ClC=1C(=C(C=CC1)NC(COC1=C(C=C(C=C1)C(C(=O)NC1CCCCC1)=O)OC)=O)F 2-(4-(2-((3-chloro-2-fluorophenyl)amino)-2-oxoethoxy)-3-methoxyphenyl)-N-cyclohexyl-2-oxoacetamide